C(C(C)C)OC1=NC=CN=C1 isobutoxypyrazin